2,3-dihydro-4H-benzo[b][1,4]oxazin O1C2=C(NCC1)C=CC=C2